4-[[2-(4-piperidyl)pyrazol-3-yl]oxymethyl]benzonitrile N1CCC(CC1)N1N=CC=C1OCC1=CC=C(C#N)C=C1